tert-Butyl 4-({6-[2-(azetidin-1-yl)-4-(methoxycarbonyl)phenyl]-2,2-difluoro-7-azaspiro[3.5]nonan-7-yl}methyl)-5-methoxy-7-methylindole-1-carboxylate N1(CCC1)C1=C(C=CC(=C1)C(=O)OC)C1CC2(CC(C2)(F)F)CCN1CC1=C2C=CN(C2=C(C=C1OC)C)C(=O)OC(C)(C)C